4-bromo-N-[2-(4,4-difluoropiperidin-1-yl)-6-methylpyrimidin-4-yl]-2-(4,4-dimethyl-1,4-azasilinan-1-yl)benzamide BrC1=CC(=C(C(=O)NC2=NC(=NC(=C2)C)N2CCC(CC2)(F)F)C=C1)N1CC[Si](CC1)(C)C